ClC1=C2C=C(NC2=CC=C1OC)C(=O)N1CC2(CC1)CCCCC2 2-(4-chloro-5-methoxy-1H-indole-2-carbonyl)-2-azaspiro[4.5]decane